5-FLUOROBENZO[D]OXAZOLE-2-CARBALDEHYDE FC=1C=CC2=C(N=C(O2)C=O)C1